C(C1=CC=CC=C1)OC(CN1CCC2(CN(C2)C(=O)OC(C)(C)C)CC1)=O tert-butyl 7-[2-(benzyloxy)-2-oxoethyl]-2,7-diazaspiro[3.5]nonane-2-carboxylate